S(=O)(=O)([O-])C(C(=O)[O-])CC(=O)[O-] l-2-sulphonatosuccinate